CN1C2=CC=CC=C2N(C=2C=CC=CC12)C1=C(C=CC(=C1)N1C=2C=CC=CC2N(C2=CC=CC=C12)C)C1=CC=C(C=C1)C=1SC2=C(N1)C=CC=C2 2-(2',4'-bis(10-methylphenazin-5(10H)-yl)-[1,1'-biphenyl]-4-yl)benzo[d]thiazole